secondary undecyl alcohol C(C)(CCCCCCCCC)O